ClC=1C=C(C=CC1C)N1N=CC2=C(C=CC=C12)C=1C(=C(C(=O)N)C=C(C1)CNC(C(C)(C)C)=O)C(F)(F)F [1-(3-chloro-4-methylphenyl)-1H-indazol-4-yl]-5-{[(2,2-dimethylpropionyl)amino]methyl}-2-(trifluoromethyl)benzamide